C(C)(C)O[Mo](OC(C)C)OC(C)C triisopropoxymolybdenum